ClC=1C=C(C=CC1C=1SC=C(C1)C1=CC(=NC=C1)OC1CC(C1)CO)C(=O)N1CCC(CC1)O (3-chloro-4-(4-(2-(3-(hydroxymethyl)cyclobutoxy)pyridin-4-yl)thiophen-2-yl)phenyl)(4-hydroxypiperidin-1-yl)methanone